ClC1=C2C(=C(NC2=CC=C1F)C(=O)N1CCN(CC1)C(=O)[C@@H]1OCCC1)F (R)-(4-chloro-3,5-difluoro-1H-indol-2-yl)(4-(tetrahydrofuran-2-carbonyl)piperazin-1-yl)methanone